N-(2-amino-4-fluorophenyl)-4-[[[4-morpholinylpyrrolo[2,1-f][1,2,4]triazin-2-yl]thio]methyl]benzamide NC1=C(C=CC(=C1)F)NC(C1=CC=C(C=C1)CSC1=NN2C(C(=N1)N1CCOCC1)=CC=C2)=O